7-(3-(4-methylpiperazin-1-yl)propoxy)-4-morpholino-N-(3-phenyl-1H-pyrazol-5-yl)pyrido[3',2':4,5]furo[3,2-d]pyrimidin-2-amine hydrochloride Cl.CN1CCN(CC1)CCCOC=1C=CC2=C(OC3=C2N=C(N=C3N3CCOCC3)NC3=CC(=NN3)C3=CC=CC=C3)N1